NCCN1CCN(CC1)C=1C=C2CN(C(C2=CC1)=O)C1C(NC(CC1)=O)=O.FC(C=O)(F)F 2,2,2-trifluoroacetaldehyde compound with 3-(5-(4-(2-aminoethyl)piperazin-1-yl)-1-oxoisoindolin-2-yl)piperidine-2,6-dione